10-diphenylamino-9-(4-diphenylamino-1-naphthylamino)anthracene C1(=CC=CC=C1)N(C1=C2C=CC=CC2=C(C2=CC=CC=C12)NC1=CC=C(C2=CC=CC=C12)N(C1=CC=CC=C1)C1=CC=CC=C1)C1=CC=CC=C1